N-(cyanomethyl)-4-(2-((4-(morpholinyl-3,3,5,5-d4)phenyl)amino)pyrimidin-4-yl)benzyl-Amide dihydrochloride monohydrate O.Cl.Cl.C(#N)C[N-]CC1=CC=C(C=C1)C1=NC(=NC=C1)NC1=CC=C(C=C1)N1C(COCC1([2H])[2H])([2H])[2H]